ClC=1C=2N(C=CC1B1OC(C(O1)(C)C)(C)C)N=C(C2)C 4-chloro-2-methyl-5-(4,4,5,5-tetramethyl-1,3,2-dioxaborolan-2-yl)pyrazolo[1,5-a]pyridine